O1CC(C(C1)CCC(=O)[O-])CCC(=O)OC#N Cyano tetrahydrofuran-3,4-diyldipropionate